COC=1C=NC2=C(C=CN=C2C1)CC1=CC=2N(C=C1)N=C(C2)C2CCOCC2 3-methoxy-8-[(2-tetrahydropyran-4-ylpyrazolo[1,5-a]pyridin-5-yl)methyl]-1,5-naphthyridine